4-(4-bromophenyl)-1,2,3,6-tetrahydropyridine hydrochloride Cl.BrC1=CC=C(C=C1)C=1CCNCC1